(5aR,5bS,7aS,10aS,10bR,12S,12aS)-12-hydroxy-2-(2-hydroxyphenyl)-5a,7a-dimethyl-4,5,5a,5b,6,7,7a,9,10,10a,10b,11,12,12a-tetradecahydro-8H-cyclopenta[7,8]phenanthro[2,1-d]thiazol-8-one O[C@H]1C[C@H]2[C@H]3[C@](CC[C@@H]2[C@]2(CCC=4N=C(SC4[C@H]12)C1=C(C=CC=C1)O)C)(C(CC3)=O)C